N1=CC(=C2OCCCN21)C(=O)N2CCC1(C[C@H]([C@H]1O)[C@@H]1N3C(C4=CC=CC=C14)=CN=C3)CC2 (6,7-dihydro-5H-pyrazolo[5,1-b][1,3]oxazin-3-yl)((1R,2S)-1-hydroxy-2-((S)-5H-imidazo[5,1-a]isoindol-5-yl)-7-azaspiro[3.5]nonan-7-yl)methanone